caffeic acid-phenethylester C(CC1=CC=CC=C1)OC(\C=C\C1=CC(O)=C(O)C=C1)=O